3-(1-cyanocyclopropyl)-N-[1-[3-(5-methylpyrimidin-2-yl)pyrazin-2-yl]ethyl]-5-(trifluoromethyl)benzamide C(#N)C1(CC1)C=1C=C(C(=O)NC(C)C2=NC=CN=C2C2=NC=C(C=N2)C)C=C(C1)C(F)(F)F